BrC=1C(=NC(=NC1CCl)SC)O bromo-6-(chloromethyl)-2-(methylthio)pyrimidin-4-ol